tert-butyl (6-methylpyrazolo[5,1-b]thiazol-7-yl)carbamate CC1=NN2C(SC=C2)=C1NC(OC(C)(C)C)=O